ClC=1N=CN(C1C(=O)NC)C 4-chloro-N,1-dimethyl-1H-imidazole-5-carboxamide